γ-butyrolactone dimethyl-carbonate COC(OC)=O.C1(CCCO1)=O